C(C)(C)(C)OC(=O)N1C2CN(CC1C2)C2=NC=C(N=C2)C2=C1C=CC=NC1=CC(=C2)Cl 3-(5-(7-Chloroquinolin-5-yl)pyrazin-2-yl)-3,6-diazabicyclo[3.1.1]heptane-6-carboxylic acid tert-butyl ester